2-chloro-5-fluoro-3-[2-(1H-triazol-4-yl)ethyl]benzoic acid ClC1=C(C(=O)O)C=C(C=C1CCC=1N=NNC1)F